Cl.C(C)N1CC(C1)C1=CC=C(N=N1)C1=C(C=C(C=C1)C1=CC2=CN(N=C2C(=C1)OC)C)C1=C(C=CC=C1)O 2-(6-(1-ethylazetidin-3-yl)pyridazin-3-yl)-5-(7-methoxy-2-methyl-2H-indazol-5-yl)phenylphenol hydrochloride